2-hydroxy-N-((5-(2-((4-methoxybenzo[d]oxazol-2-yl)thio)acetyl)thiophen-2-yl)methyl)acetamide OCC(=O)NCC=1SC(=CC1)C(CSC=1OC2=C(N1)C(=CC=C2)OC)=O